ClCCC(=O)N1CCOCC1 3-chloropropionyl-morpholine